N-(2-(methylsulfonyl)ethyl)-1-(4-(trifluoromethyl)-phenyl)-1,2,3,4-tetrahydro-quinolin-3-amine CS(=O)(=O)CCNC1CN(C2=CC=CC=C2C1)C1=CC=C(C=C1)C(F)(F)F